(R,E)-2-cyano-N-(1-(1,3-dimethyl-1H-indazol-5-yl)ethyl)-3-(5-(1-methyl-1H-pyrazol-4-yl)-1H-pyrrolo[2,3-b]pyridin-3-yl)acrylamide C(#N)/C(/C(=O)N[C@H](C)C=1C=C2C(=NN(C2=CC1)C)C)=C\C1=CNC2=NC=C(C=C21)C=2C=NN(C2)C